NC(CO)CC1=CC=CC=C1 2-Amino-3-phenyl-1-propanol